N1=CC=CC2=CC(=CC=C12)CC1=NN=C2N1N=C(C=C2)C=2C=C1CCC(C1=CC2)=O 5-(3-(quinolin-6-ylmethyl)-[1,2,4]triazolo[4,3-b]pyridazin-6-yl)-2,3-dihydro-1H-inden-1-one